F[C@H]1[C@@H]([C@H]2CN[C@@H]1C2)N(C2=CC=C(N=N2)C2=C(C=C(C=C2)C2=CC(N(C=C2)C)=O)O)C 4-(4-(6-(((1R,4R,5R,6R)-6-fluoro-2-azabicyclo[2.2.1]heptan-5-yl)(methyl)amino)pyridazin-3-yl)-3-hydroxyphenyl)-1-methylpyridin-2(1H)-one